CN1C(N(C(C(=C1)F)=O)C(=O)OC=1OC(=CC1)[N+](=O)[O-])=O (5-nitrofuran-2-yl) methyl-5-fluoro-2,6-dioxo-3,6-dihydropyrimidine-1(2H)-carboxylate